tert-butyl (R)-11-((3-methyl-4-((1-methyl-1H-benzo[d]imidazol-5-yl)oxy)phenyl)amino)-1,2,4a,5-tetrahydropyrazino[1',2':4,5][1,4]oxazino[3,2-g]quinazoline-3(4H)-carboxylate CC=1C=C(C=CC1OC1=CC2=C(N(C=N2)C)C=C1)NC1=NC=NC=2C=C3C(=CC12)N1[C@@H](CO3)CN(CC1)C(=O)OC(C)(C)C